N1(N=CC=C1)C1=CC=C(C=C1)C1CN(CCC1=O)C(=O)OC(C)(C)C tert-butyl 3-(4-(1H-pyrazol-1-yl)phenyl)-4-oxopiperidine-1-carboxylate